TAURATE NCCS(=O)(=O)[O-]